10-(4-(4-chloro-6-phenyl-1,3,5-triazin-2-yl)phenyl)-10H-phenothiazine ClC1=NC(=NC(=N1)C1=CC=CC=C1)C1=CC=C(C=C1)N1C2=CC=CC=C2SC=2C=CC=CC12